(1-(4-(2,6-bis(benzyloxy)pyridin-3-yl)-3-methoxyphenyl)piperidin-4-yl)methanol C(C1=CC=CC=C1)OC1=NC(=CC=C1C1=C(C=C(C=C1)N1CCC(CC1)CO)OC)OCC1=CC=CC=C1